C(C)OC(CC1=CC=CC=C1)=O Ethyl-2-phenylacetate